ClC=1C(=NC=CC1C1=C(C(=CC=C1)NC1=NC=CC(=C1F)CNCC(C)O)Cl)C1=CC(=C(CNCC2CCC(N2)=O)C(=C1)OC)F 5-(((4-(3-chloro-4-(2-chloro-3-((3-fluoro-4-(((2-hydroxypropyl)amino)methyl)pyridin-2-yl)amino)phenyl)pyridin-2-yl)-2-fluoro-6-methoxybenzyl)amino)methyl)pyrrolidin-2-one